O=C1N(C(SC1=CC1=CC=C(C(=O)O)C=C1)=S)C1=CC(=CC=C1)C(F)(F)F 4-[4-Oxo-2-thioxo-3-(3-trifluoromethyl-phenyl)-thiazolidin-5-ylidenemethyl]-benzoic acid